[N-]=C=O.N(=C=O)CC1(CCCC(C1)(C)C)C 3-isocyanatomethyl-3,5,5-trimethylcyclohexane isocyanate